7-bromo-4-phenethyl-1-thioxo-2,4-dihydro-[1,2,4]triazolo[4,3-a]quinazolin-5(1H)-one BrC=1C=C2C(N(C=3N(C2=CC1)C(NN3)=S)CCC3=CC=CC=C3)=O